Dihydroquinoxaline-1(2H)-carboxamide N1(CCNC2=CC=CC=C12)C(=O)N